2-hydroxybut-3-ynoate OC(C(=O)[O-])C#C